disodium 4,4'-bis-(2-anilino-4-(1-methyl-2-hydroxyethylamino)-s-triazin-6-ylamino)stilbene-2,2'-disulphonate N(C1=CC=CC=C1)C1=NC(=NC(=N1)NC(CO)C)NC=1C=C(C(=CC1)C=CC=1C(=CC(=CC1)NC1=NC(=NC(=N1)NC1=CC=CC=C1)NC(CO)C)S(=O)(=O)[O-])S(=O)(=O)[O-].[Na+].[Na+]